[Na].FC(C1(OC(C(O1)(F)C(C(F)F)(F)F)(F)F)C(C(F)F)(F)F)(O)F 2-(difluorohydroxymethyl)-2,4-bis(1,1,2,2-tetrafluoroethyl)-4,5,5-trifluoro-1,3-dioxolane sodium salt